OC(CC(=O)O)(C(CCCCCCCCCCCCCCCC(C)C)C(=O)O)C(=O)O 2-Hydroxy-19-methylicosane-1,2,3-tricarboxylic acid